4-(1-(3-(piperazin-1-yl)propyl)-1H-1,2,3-triazol-4-yl)-N-(2-(pyrrolidin-1-ylmethyl)-1H-benzo[d]imidazol-5-yl)benzamide hydrochloride Cl.N1(CCNCC1)CCCN1N=NC(=C1)C1=CC=C(C(=O)NC2=CC3=C(NC(=N3)CN3CCCC3)C=C2)C=C1